1,1,1,2,2-pentafluoroethyl 2,2,2-trifluoroethyl ether FC(COC(C(F)(F)F)(F)F)(F)F